COCC1=NN2C(S1)=NC(=C2CN2CC(=CC2=O)[C@@H]2[C@H](C2)C(F)(F)F)C(F)(F)F 1-[[2-(methoxymethyl)-6-(trifluoro-methyl)imidazo[2,1-b][1,3,4]thiadiazol-5-yl]methyl]-3-[(1S,2S)-2-(trifluoromethyl)cyclopropyl]-2H-pyrrol-5-one